C(C)(C)C1=C(C=CC=C1)C1N(CCN(C1)CC1=CC=CC=2CCCCC12)C1CC2(C1)CCN(CC2)C(=O)OC(C)(C)C tert-butyl 2-(2-(2-isopropylphenyl)-4-((5,6,7,8-tetrahydronaphthalen-1-yl) methyl) piperazin-1-yl)-7-azaspiro[3.5]nonane-7-carboxylate